[Br].C1(=CC=C(C=C1)CN)CN 4-xylylenediamine bromine